ClC1=NN2C(N=CC3=C2C(CC3C(=O)NC3=NC(=C(C(=C3)C(F)F)C=3OC=CN3)OC)(C)C)=C1 2-chloro-N-(4-(difluoromethyl)-6-methoxy-5-(oxazol-2-yl)pyridin-2-yl)-8,8-dimethyl-7,8-dihydro-6H-cyclopenta[e]pyrazolo[1,5-a]pyrimidine-6-carboxamide